5-(8-(1-acryloylpyrrolidin-3-yl)quinazolin-6-yl)-N-phenylpicolinamide C(C=C)(=O)N1CC(CC1)C=1C=C(C=C2C=NC=NC12)C=1C=CC(=NC1)C(=O)NC1=CC=CC=C1